4-iodo-1-((trans)-3-methoxycyclobutyl)-1H-pyrazole IC=1C=NN(C1)[C@@H]1C[C@H](C1)OC